1,5-dioxo-2,3,4,5-tetrahydropyrrolo[1,2-a]quinazoline-3a(1H)-carboxylic acid methyl ester COC(=O)C12N(C3=CC=CC=C3C(N1)=O)C(CC2)=O